4,4',4''-benzene-1,3,5-triyl-tris(benzoic acid) C1(=CC(=CC(=C1)C1=CC=C(C(=O)O)C=C1)C1=CC=C(C(=O)O)C=C1)C1=CC=C(C(=O)O)C=C1